C(C1=CC=CC=C1)OC(=O)NS(=O)(=O)NC[C@@H]1CC[C@H](CO1)NC(O)=O ((3R,6S)-6-(((N-((benzyloxy)carbonyl)sulfamoyl)amino)methyl)tetrahydro-2H-pyran-3-yl)carbamic acid